C1(=CC=CC2=CC3=C(C=C12)C(=O)OC3=O)C(=O)O 1,6,7-naphthalenetricarboxylic acid-6,7-anhydride